FCC(C)NCC1=CC=C(C=C1)C1=NOC=C1 3-(4-((1-fluoropropan-2-ylamino)methyl)phenyl)isoxazol